pinanamine C12(C(CCC(C1(C)C)C2)C)N